C(C)OC=1C(=NC(=NC1)C)NC1=NNC2=CC(=CC=C12)[C@@H]1C[C@@]12C(NC1=CC=C(C=C21)OC)=O (1R,2S)-2-{3-[(5-ethoxy-2-methylpyrimidin-4-yl)amino]-1H-indazol-6-yl}-5'-methoxy-1'H-spiro[cyclopropane-1,3'-indol]-2'-one